IC1=CC=NC2=C1OC[C@H]1N2C[C@@H](C1)O (6as,8r)-4-iodo-6a,7,8,9-tetrahydro-6H-pyrido[3,2-b]-pyrrolo[1,2-d][1,4]oxazin-8-ol